10-hexylhexadecanoic acid C(CCCCC)C(CCCCCCCCC(=O)O)CCCCCC